1,2,3,4-tetrahydro-quinazoline-7-carboxamide N1CNCC2=CC=C(C=C12)C(=O)N